caesium hydroxide [OH-].[Cs+]